ClC1=C(C=NNC1=O)N[C@H](COCCC(=O)OCC)C (S)-Ethyl 3-(2-(5-chloro-6-oxo-1,6-dihydropyridazin-4-ylamino)propoxy)propanoate